(S)-2-{(2S,3R,4S,5R,6R)-3,4,5-Tris(allyloxy)-6-[(allyloxy)methyl]tetrahydro-2H-pyran-2-yloxy}-4-methylvaleric acid C(C=C)O[C@H]1[C@@H](O[C@@H]([C@H]([C@@H]1OCC=C)OCC=C)COCC=C)O[C@H](C(=O)O)CC(C)C